FC1(CCC(CC1)CNC=1N=CC2=C(N1)NC=C2C=2C=CC=1N(C2)C=CN1)F N-((4,4-difluorocyclohexyl)methyl)-5-(imidazo[1,2-a]pyridin-6-yl)-7H-pyrrolo[2,3-d]pyrimidin-2-amine